COC1=C(C=C(COCC(C)N2CC(=C3N2C2=C(C=N3)CCN2)C(=O)NC(=O)OC(C)(C)C)C=C1)[N+](=O)[O-] 1-(((4-methoxy-3-nitrobenzyl)oxy)propan-2-yl)-N-t-butoxycarbonyl-7,8-dihydro-6H-pyrazolo[1,5-a]pyrrolo[3,2-e]pyrimidine-3-carboxamide